C(CCC)C1N(S(C2=C(N(C1)C1=CC=CC=C1)C=C(C(=C2)C=2C=C(C(=O)OC)C=CC2F)CO)(=O)=O)C methyl 3-(3-butyl-7-(hydroxymethyl)-2-methyl-1,1-dioxido-5-phenyl-2,3,4,5-tetrahydrobenzo[f][1,2,5]thiadiazepin-8-yl)-4-fluorobenzoate